3-(4-(5-chloro-2-((2-methoxy-4-(morpholine-4-carbonyl)phenyl)amino)pyrimidin-4-yl)-1H-pyrazol-1-yl)-3-methylbutanenitrile ClC=1C(=NC(=NC1)NC1=C(C=C(C=C1)C(=O)N1CCOCC1)OC)C=1C=NN(C1)C(CC#N)(C)C